FC=1C=C(O[C@@H]2C[C@H](C2)NC2=NC=3N([C@H](C(N(C3C(=N2)C)C)=O)C)C)C=CC1OC (7S)-2-((trans-3-(3-fluoro-4-methoxyphenoxy)cyclobutyl)amino)-4,5,7,8-tetramethyl-7,8-dihydropteridin-6(5H)-one